2-(3-chloro-4-(6-(1-methylcyclopropoxy)-9-((4-methylpyridin-2-yl)methyl)-9H-purin-8-yl)phenoxy)-N-(oxetan-3-yl)acetamide ClC=1C=C(OCC(=O)NC2COC2)C=CC1C=1N(C2=NC=NC(=C2N1)OC1(CC1)C)CC1=NC=CC(=C1)C